Mercapto-acetic acid 4-mercaptoacetoxy-butyl ester SCC(=O)OCCCCOC(CS)=O